N,N,N-trimethyl-(11-mercaptoundecyl)-ammonium C[N+](C)(C)CCCCCCCCCCCS